3-bromo-5-phenyl-1-(4-vinylbenzyl)-1H-1,2,4-triazole BrC1=NN(C(=N1)C1=CC=CC=C1)CC1=CC=C(C=C1)C=C